N1C=C(C2=CC=CC=C12)CCN1[C@@H]2CCC[C@@H]1[C@H](C2)O (1R,5R,6S)-8-(2-(1H-indol-3-yl)ethyl)-6-hydroxy-8-azabicyclo[3.2.1]octan